FC1=C(C(=C(C(=C1[B-](C1=C(C(=C(C(=C1F)F)F)F)F)(C1=C(C(=C(C(=C1F)F)F)F)F)C1=C(C(=C(C(=C1F)F)F)F)F)F)F)F)F.CC1=CC=C(C=C1)[I+]C1=CC=C(C=C1)C(C)C 4-methylphenyl-4-(1-methylethyl)phenyl-iodonium tetrakis(pentafluorophenyl)borate